C(C1=CC=CC=C1)OC=1C=C(C=CC1OC)C(=C)C1=CC(=NC(=C1)OC)OC 4-{1-[3-(benzyloxy)-4-methoxyphenyl]vinyl}-2,6-dimethoxypyridine